(5-chloro-1,3-benzothiazol-2-yl)methyl-triphenyl-phosphonium ClC=1C=CC2=C(N=C(S2)C[P+](C2=CC=CC=C2)(C2=CC=CC=C2)C2=CC=CC=C2)C1